(2s,4s)-cis-4-([1,1'-biphenyl]-3-yl)-N,N-dimethyl-1,2,3,4-tetrahydronaphthalen-2-amine C1(=CC(=CC=C1)[C@@H]1C[C@@H](CC2=CC=CC=C12)N(C)C)C1=CC=CC=C1